4-[2-(difluoromethyl)benzene-1-carbonyl]-10,10-dimethyl-9-oxo-1-oxa-4-azaspiro[5.5]undec-7-ene-8-carbonitrile FC(C1=C(C=CC=C1)C(=O)N1CCOC2(C1)C=C(C(C(C2)(C)C)=O)C#N)F